1-[(2R,4S,5R)-4-[(tert-butyldimethylsilyl)oxy]-5-{[(tert-butyldimethylsilyl)oxy]methyl}oxolan-2-yl]-3H-pyrimidine-2,4-dione [Si](C)(C)(C(C)(C)C)O[C@H]1C[C@@H](O[C@@H]1CO[Si](C)(C)C(C)(C)C)N1C(NC(C=C1)=O)=O